The molecule is a member of the class tetralins that is 3,4-dihydronaphthalen-1(2H)-one substituted by an acetyl, two hydroxy and methyl groups at positions 7, 3, 6 and 8 respectively. It isolated from Micromonospora and acts as an inhibitor of lipid peroxidation. It has a role as a metabolite and an antioxidant. It is a cyclic ketone, a member of phenols, a secondary alcohol, a methyl ketone, a member of tetralins and an aromatic ketone. CC1=C2C(=CC(=C1C(=O)C)O)CC(CC2=O)O